C(C)C=1C=C(C=CC1OC1=NC=NC2=CC(=CC=C12)OC)N1C(N(CC1=O)C1=CC(=CC=C1)OC(F)(F)F)=O 3-{3-ethyl-4-[(7-methoxy-4-quinazolinyl)oxy]phenyl}-1-[3-(trifluoromethoxy)phenyl]-2,4-imidazolidinedione